7-(4-Aminopiperidin-1-yl)-4-chloro-1H-indazole-3-carbonitrile Sodium cyanoborohydride C(#N)[BH3-].[Na+].NC1CCN(CC1)C=1C=CC(=C2C(=NNC12)C#N)Cl